trans-4-(pyridin-2-yloxy)cyclohexyl-4H-[1,2,4]triazolo[4,3-a][1]benzazepin-5(6H)-imine N1=C(C=CC=C1)O[C@@H]1CC[C@H](CC1)C1=NN=C2N1C1=C(CC(C2)=N)C=CC=C1